C(C(=O)O)(=O)O.COC1=CC=C(C=C1)CCCN 3-(4-methoxyphenyl)propylamine oxalate